(S)-1-(1-(2-Chloro-6-fluoro-3-methoxyphenoxy)-8-((1,1,1-trifluoropropan-2-yl)oxy)isoquinolin-6-yl)-4-ethyl-3-(hydroxymethyl)-1H-1,2,4-triazol-5(4H)-one ClC1=C(OC2=NC=CC3=CC(=CC(=C23)O[C@H](C(F)(F)F)C)N2N=C(N(C2=O)CC)CO)C(=CC=C1OC)F